R-(1,4-diazabicyclo[3.2.2]nonan-4-yl)(3-(4-fluorophenyl)-6-methyl-5,6-dihydropyrano[2,3-c]pyrazol-1(4H)-yl)methanone N12CCN(C(CC1)CC2)C(=O)N2N=C(C1=C2O[C@@H](CC1)C)C1=CC=C(C=C1)F